BrC1=CC=C(C=C1)C(C)(C)C=1N=C(SC1)NC(=O)NCC1=CC=C(C=C1)CN1CCN(CC1)C 1-(4-(2-(4-bromophenyl)-propan-2-yl)thiazol-2-yl)-3-(4-((4-methylpiperazin-1-yl)methyl)benzyl)urea